tert-Butyl 5-[3-[[6-[[2-chloro-6-[3-[2-[1-(trifluoromethyl)cyclopropyl] ethoxy]pyrazol-1-yl]pyridine-3-carbonyl]sulfamoyl]-2-pyridyl]oxy]propyl]-2,2-dimethyl-pyrrolidine-1-carboxylate ClC1=NC(=CC=C1C(=O)NS(=O)(=O)C1=CC=CC(=N1)OCCCC1CCC(N1C(=O)OC(C)(C)C)(C)C)N1N=C(C=C1)OCCC1(CC1)C(F)(F)F